C1(CC1)OC1=C(C=CC=C1)C1=NNC2=NC(=CC=C21)NC(NCCN2CCNCC2)=O 3-[3-(2-cyclopropoxyphenyl)-1H-pyrazolo[3,4-b]pyridin-6-yl]-1-[2-(piperazin-1-yl)ethyl]urea